(R,Z)-N-(1-(3-(difluoromethyl)-6-methyl-2-morpholino-4-oxo-3,4-dihydroquinazolin-8-yl)ethylidene)-2-methylpropane-2-sulfinamide FC(N1C(=NC2=C(C=C(C=C2C1=O)C)\C(\C)=N/[S@](=O)C(C)(C)C)N1CCOCC1)F